N-(4-((4-([1,2,4]triazolo[1,5-a]pyridin-7-yloxy)-3-methylphenyl)amino)-7-ethoxyquinazolin-6-yl)-2-fluoro-3-(1-methylpyrrol-2-yl)acrylamide N=1C=NN2C1C=C(C=C2)OC2=C(C=C(C=C2)NC2=NC=NC1=CC(=C(C=C21)NC(C(=CC=2N(C=CC2)C)F)=O)OCC)C